N-{1-methyl-7-[4-(1-piperidinylmethyl)phenyl][1,2,4]triazolo[4,3-a]quinolin-4-yl}urea CC1=NN=C2N1C1=CC=C(C=C1C=C2NC(=O)N)C2=CC=C(C=C2)CN2CCCCC2